1-(3-Fluoropropoxy)-8-(2-((7-(5-methyl-1,2,4-oxadiazol-3-yl)isoquinolin-1-yl)amino)ethyl)-7,8-dihydropyrido[3',4':4,5]pyrrolo[1,2-a]pyrazin-9(6H)-one FCCCOC1=NC=CC2=C1C=C1N2CCN(C1=O)CCNC1=NC=CC2=CC=C(C=C12)C1=NOC(=N1)C